6-(1,1-difluoroethyl)-3-[2-fluoro-5-(2-methoxyphenoxy)-4-nitro-phenyl]-1-methylpyrimidine-2,4-dione FC(C)(F)C1=CC(N(C(N1C)=O)C1=C(C=C(C(=C1)OC1=C(C=CC=C1)OC)[N+](=O)[O-])F)=O